CN1C(C=C(C=C1)C1CNC2(CC2)C1)=O 1-methyl-4-(4-azaspiro[2.4]heptan-6-yl)pyridin-2(1H)-one